1-{4-[(oxan-4-yl)amino]phenyl}-3-phenylurea O1CCC(CC1)NC1=CC=C(C=C1)NC(=O)NC1=CC=CC=C1